N[C@@H](C#CC1=NC(=CC(=C1)C=1C=C(C=CC1C)NC(=O)C1=CC(=NC=C1)C(F)(F)F)N1CCOCC1)C N-(3-{2-[(3R)-3-aminobut-1-yn-1-yl]-6-(morpholin-4-yl)pyridin-4-yl}-4-methylphenyl)-2-(trifluoromethyl)pyridine-4-carboxamide